N1=CC=CC(=C1)C(=O)[O-] pyridine-5-carboxylate